3-[(2-bromo-3,5-difluorophenoxy)methyl]-5-fluoropyridine BrC1=C(OCC=2C=NC=C(C2)F)C=C(C=C1F)F